(4,4-Dioctyl-4H-cyclopenta[2,1-b:3,4-b']dithiophene-2,6-diyl)bis(trimethylstannane) C(CCCCCCC)C1(C2=C(SC(=C2)[Sn](C)(C)C)C=2SC(=CC21)[Sn](C)(C)C)CCCCCCCC